1-(3-(4-amino-3-(4-phenoxyphenyl)-1H-pyrazolo[3,4-d]pyrimidin-1-yl)piperidin-1-yl)-3-(3,4,5-trifluorophenyl)prop-2-en-1-one NC1=C2C(=NC=N1)N(N=C2C2=CC=C(C=C2)OC2=CC=CC=C2)C2CN(CCC2)C(C=CC2=CC(=C(C(=C2)F)F)F)=O